C(C)OCCN1C(=NC2=C1C=CC=C2)COC=2C=C(C=CC2)/C=C/C(=O)C2=C(C=C(C(=O)O)C=C2)O 4-[(E)-3-[3-[[1-(2-Ethoxyethyl)benzimidazol-2-yl]methoxy]phenyl]prop-2-enoyl]-3-hydroxybenzoic acid